(S)-4-((1-(2,5-difluorophenyl)ethyl)amino)-N-(pyrimidin-4-yl)-3-(trifluoromethyl)benzenesulfonamide FC1=C(C=C(C=C1)F)[C@H](C)NC1=C(C=C(C=C1)S(=O)(=O)NC1=NC=NC=C1)C(F)(F)F